S1C(=CC=C1)CNC(=O)NCCNC(OC(C)(C)C)=O tert-butyl N-[2-(2-thienylmethylcarbamoylamino)-ethyl]carbamate